C(C)(C)(C)OC(=O)N1C[C@@H](CCCC1)NCCC1=CNC2=CC=CC=C12 (R)-3-[2-(indol-3-yl)ethylamino]azepane-1-carboxylic acid tert-butyl ester